CO[C@H]1CN(CC1)C1=CN=CC(=N1)C1=NC2=CC(=NC=C2C=C1)CNC(OC(C)(C)C)=O tert-butyl (R)-((2-(6-(3-methoxypyrrolidin-1-yl)pyrazin-2-yl)-1,6-naphthyridin-7-yl)methyl)carbamate